FC=1C(=C2C(=C(NC2=C(C1)C(=O)N)C)C)C1=CCC[C@@H](C1)N(C(C#CC)=O)C (S)-5-fluoro-2,3-dimethyl-4-(5-(N-methylbut-2-ynamido)cyclohex-1-en-1-yl)-1H-indole-7-carboxamide